2-Butoxyethyl acetate C(C)(=O)OCCOCCCC